C(#N)C(=CC1=CC=2OC(=CC2S1)C1=CC=C(N1)C1=CC=C(S1)C=C(C#N)C#N)C#N [(5-{5-[5-(2,2-dicyanoethenyl)thieno[3,2-b]furan-2-yl]-1H-pyrrol-2-yl}thiophene-2-yl)methylidene]propanedinitrile